tert-butyl 4-(4-amino-3-(4-(4-fluorophenoxy) phenyl)-1H-pyrazolo[3,4-d]pyrimidin-1-yl)-[1,4'-bipiperidine]-1'-carboxylate NC1=C2C(=NC=N1)N(N=C2C2=CC=C(C=C2)OC2=CC=C(C=C2)F)C2CCN(CC2)C2CCN(CC2)C(=O)OC(C)(C)C